ethyl 5-(cyclohex-1-en-1-yl)-3-morpholinopicolinate C1(=CCCCC1)C=1C=C(C(=NC1)C(=O)OCC)N1CCOCC1